2-(3-bromophenyl)-1-methyl-1H-imidazole BrC=1C=C(C=CC1)C=1N(C=CN1)C